C(C1=CC=CC=C1)OC1=C(N)C=C(C=C1F)Br 2-(benzyloxy)-5-bromo-3-fluoroaniline